(3-cyano-4-fluoro-phenyl)boronic acid C(#N)C=1C=C(C=CC1F)B(O)O